S(=O)(=O)(O)O.NN(C=1C(=CC=CC1)C)N diaminotoluidine sulfate